(1S,3R)-3-(3-{[(2-methoxypyridin-4-yl)acetyl]amino}-1H-pyrazol-5-yl)cyclopentyl[(1-acetylpiperidin-4-yl)methyl]carbamate COC1=NC=CC(=C1)CC(=O)NC1=NNC(=C1)[C@H]1C[C@H](CC1)N(C([O-])=O)CC1CCN(CC1)C(C)=O